COCC=1N=CC(=NC1)C(C(=O)OC)(C)C methyl 2-(5-(methoxymethyl)pyrazin-2-yl)-2-methylpropanoate